3-[(3R)-1-azabicyclo[2.2.2]oct-3-yloxy]-5-(5-methyl-1,3-thiazol-2-yl)benzonitrile N12C[C@@H](C(CC1)CC2)OC=2C=C(C#N)C=C(C2)C=2SC(=CN2)C